Cl.OC1C(N(CC1(C)C)C1CCNCC1)=O hydroxy-4,4-dimethyl-1-(piperidin-4-yl)pyrrolidin-2-one hydrochloride